C(C=C)(=O)NC1=C(C(=C(C=C1I)I)NC(C=C)=O)I 1,3-bisacrylamido-2,4,6-triiodobenzene